C1(CC1)C1=C(C(=NO1)C1=C(C=CC=C1Cl)Cl)C1=CC2(C1)CCN(CC2)C2=CC=C1C=CN(C1=C2)C 6-(2-(5-Cyclopropyl-3-(2,6-dichlorophenyl)isoxazol-4-yl)-7-azaspiro[3.5]non-1-en-7-yl)-1-methyl-1H-indol